3-(2-(4-(cyclopropanecarboxamido)benzoyl)hydrazine-1-carbonyl)bicyclo[2.2.1]heptane-2-carboxylic acid C1(CC1)C(=O)NC1=CC=C(C(=O)NNC(=O)C2C(C3CCC2C3)C(=O)O)C=C1